BrC(C(=O)C1=CC(=CC=C1)Cl)C 2-bromo-1-(3-chlorophenyl)propan-1-one